CO[Si](OCCN1CCCC1)(OC)OC N-[2-(trimethoxysilyloxy)ethyl]pyrrolidine